FC1=C(C=CC(=C1)F)C1=CC(=C(C=C1)OC)NC1=NC=NC2=CC(=C(C=C12)OC1CC(N(CC1)C(C=C)=O)C(F)(F)F)OC 1-(4-((4-((2',4'-difluoro-4-methoxy-[1,1'-biphenyl]-3-yl)amino)-7-methoxy-quinazolin-6-yl)oxy)-2-(trifluoromethyl)piperidin-1-yl)prop-2-en-1-one